ClC1=CC(=C(C=N1)C=1SC(=NN1)C)F 2-(6-chloro-4-fluoropyridin-3-yl)-5-methyl-1,3,4-thiadiazole